[(3R)-3-Benzyloxybutyl] 4-methylbenzenesulfonate CC1=CC=C(C=C1)S(=O)(=O)OCC[C@@H](C)OCC1=CC=CC=C1